C(CC)(=O)N1CC(CC1)NC(=O)NC1=CC=C(C=C1)OC(F)(F)F 1-(1-propionylpyrrolidin-3-yl)-3-(4-(trifluoromethoxy)phenyl)urea